C1(=CC=CC=C1)C(=NNC=1C=C(C=CC1)C)C1=CC=CC=C1 1-(Diphenylmethylene)-2-(m-tolyl)hydrazine